N-[2-(2-chloropyrimidin-4-yl)-2-(1-methylpyrazol-4-yl)propyl]-5-(2,4-difluorophenyl)isoxazole-3-carboxamide ClC1=NC=CC(=N1)C(CNC(=O)C1=NOC(=C1)C1=C(C=C(C=C1)F)F)(C)C=1C=NN(C1)C